N-[(2S)-1-hydroxy-prop-2-yl]-6-(4-methylphenyl)-3-oxo-2-(pyridin-3-yl)-2,3-dihydropyridazine-4-carboxamide OC[C@H](C)NC(=O)C=1C(N(N=C(C1)C1=CC=C(C=C1)C)C=1C=NC=CC1)=O